NC1=C(C=C2C=C(C=NC2=N1)C(=O)N([C@H](C)C1=NC=CC=N1)CC1=NC=C(C=C1)OC1COC1)Br 7-amino-6-bromo-N-((5-(3-oxetanyloxy)-2-pyridinyl)methyl)-N-((1R)-1-(2-pyrimidinyl)ethyl)-1,8-naphthyridine-3-carboxamide